(3S,5S)-3,5-dimethylpiperidin-1-ium chloride [Cl-].C[C@@H]1C[NH2+]C[C@H](C1)C